3,4-dichloro-benzoic acid ClC=1C=C(C(=O)O)C=CC1Cl